3-[5-(difluoromethyl)-6-[5-methyl-1-(2,2,2-trifluoroethyl)pyrazol-4-yl]pyridin-2-yl]-6-(6-methylpyridazin-3-yl)oxypyrazolo[1,5-a]pyridine FC(C=1C=CC(=NC1C=1C=NN(C1C)CC(F)(F)F)C=1C=NN2C1C=CC(=C2)OC=2N=NC(=CC2)C)F